tert-Butyl 5-((2-cyano-5,6,7,8-tetrahydroquinolin-5-yl)oxy)-3-cyclopropyl-1H-indazole-1-carboxylate C(#N)C1=NC=2CCCC(C2C=C1)OC=1C=C2C(=NN(C2=CC1)C(=O)OC(C)(C)C)C1CC1